(2S)-2-{2-[Methoxy(methyl)carbamoyl]ethyl}morpholine-4-carboxylic acid tert-butyl ester C(C)(C)(C)OC(=O)N1C[C@@H](OCC1)CCC(N(C)OC)=O